2-(3-Methyl-6-prop-1-en-2-ylcyclohex-2-en-1-yl)-5-pentyl-3-[2-(2-prop-2-enoxyethoxy)ethoxy]phenol CC1=CC(C(CC1)C(=C)C)C1=C(C=C(C=C1OCCOCCOCC=C)CCCCC)O